O1CC(C1)OC(=O)N1CCC(CC1)COC1=COC(=CC1=O)CN1CC2=CC=CC=C2C1 oxetan-3-yl-4-(((6-(isoindolin-2-ylmethyl)-4-oxo-4H-pyran-3-yl)oxy)methyl)piperidine-1-carboxylate